C1=C(C=CC2=CC=CC=C12)NC1=NC(=NC=C1)OCN1CCCCC1 N-(naphthalen-2-yl)-2-(piperidin-1-ylmethoxy)pyrimidin-4-amine